CO[Si](CCCN1CCN(CC1)CCC[Si](OC)(OC)OC)(OC)OC 1,4-bis(3-(trimethoxysilyl)propyl)piperazine